3,4-dimethyl-1,3-oxazinane CN1COCCC1C